2-(difluoromethoxy)-5-(4,4,5,5-tetramethyl-1,3,2-dioxaborolan-2-yl)pyridine FC(OC1=NC=C(C=C1)B1OC(C(O1)(C)C)(C)C)F